C(CCCCCCCCCCC)N[C@@H](CC(=O)[O-])C(=O)[O-].[K+].[K+] Potassium laurylaspartate